CNC(C1=C(C=C(C=C1)Br)F)=O N-methyl-4-bromo-2-fluorobenzamide